2-(trifluoromethyl)propenoic acid anhydride FC(C(C(=O)OC(C(=C)C(F)(F)F)=O)=C)(F)F